ClC1=NC(=NC(=C1CO)N1CC2=C(CC1)N=C(S2)C2CC2)C2CC2 (4-chloro-2-cyclopropyl-6-(2-cyclopropyl-6,7-dihydrothiazolo[5,4-c]pyridin-5(4H)-yl)pyrimidin-5-yl)methanol